2-methylpropan-2-yl 4-(6-{5-[({2-[2,4-bis(trifluoromethyl)phenyl]acetyl}(4-fluorophenyl)amino)methyl]-1,3,4-oxadiazol-2-yl}-1,2-diazin-3-yl)hexahydropyridine-1-carboxylate FC(C1=C(C=CC(=C1)C(F)(F)F)CC(=O)N(C1=CC=C(C=C1)F)CC1=NN=C(O1)C1=CC=C(N=N1)C1CCN(CC1)C(=O)OC(C)(C)C)(F)F